C(C)(C)(C)C1=CC=C(C=C1)C1=NC(=NN1C1CC1)CN1CC2(CC1)CCCC2 2-((5-(4-(tert-butyl)phenyl)-1-cyclopropyl-1H-1,2,4-triazol-3-yl)methyl)-2-azaspiro[4.4]nonane